C(C)(=O)C1=NN(C2=C(N=C(C=C21)C=2C=NC(=NC2)C)C)CC(=O)N2[C@@H](C[C@H](C2)C)C(=O)NC2=NC(=C(C=C2)F)Br (2S,4R)-1-(2-(3-acetyl-7-methyl-5-(2-methylpyrimidin-5-yl)-1H-pyrazolo[3,4-c]pyridin-1-yl)acetyl)-N-(6-bromo-5-fluoropyridin-2-yl)-4-methylpyrrolidine-2-carboxamide